FC=1C=C(C=CC1F)[C@H]1[C@@H](C1)NC=1C2=C(N=C(N1)C1=NC=C(C=C1)C(F)(F)F)SC(=N2)C N-((1R,2S)-2-(3,4-difluorophenyl)cyclopropyl)-2-methyl-5-(5-(trifluoromethyl)pyridin-2-yl)thiazolo[5,4-d]pyrimidin-7-amine